The molecule is an organic heterotetracyclic compound that is 5H-benzo[a]phenoxazin-5-one substituted at position 9 by a diethylamino group. It has a role as a fluorochrome and a histological dye. It is an organic heterotetracyclic compound, a cyclic ketone, an aromatic amine and a tertiary amino compound. CCN(CC)C1=CC2=C(C=C1)N=C3C4=CC=CC=C4C(=O)C=C3O2